[9-(4,4,5,5,5-pentafluoro-pentylsulphinyl)nonyl]oestra-1,3,5(10)-triene-3,17β-diol FC(CCCS(=O)CCCCCCCCCC[C@@]12[C@H](CC[C@H]1[C@@H]1CCC=3C=C(C=CC3[C@H]1CC2)O)O)(C(F)(F)F)F